NC=1SC(=C(N1)C=1C=C(C#N)C=CC1)C1=CC(=NC(=C1)C)CC 3-[2-amino-5-(2-ethyl-6-methyl-4-pyridinyl)thiazol-4-yl]benzonitrile